ClC1=NC(=CC(=C1/C=C/C(C(=O)OCC)=O)C1=C(C=C(C=C1)F)F)Cl ethyl (E)-4-(2,6-dichloro-4-(2,4-difluorophenyl)pyridin-3-yl)-2-oxobut-3-enoate